C(C)(C)OC=1C=C2C(=CNC2=CC1)CCNC(C)=O N-(2-(5-isopropoxy-1H-indol-3-yl)ethyl)acetamide